2-({2-[(1,2-BENZOXAZOL-5-YL)SULFAMOYL]PHENYL}AMINO)-N-(5-CHLORO-2-METHOXYPHENYL)ACETAMIDE O1N=CC2=C1C=CC(=C2)NS(=O)(=O)C2=C(C=CC=C2)NCC(=O)NC2=C(C=CC(=C2)Cl)OC